(o-methoxyphenyl)-4,5-diphenylimidazole COC1=C(C=CC=C1)C=1NC(=C(N1)C1=CC=CC=C1)C1=CC=CC=C1